ClC1=C(CNC(=O)C2CCN(CC2)CC2=CC=C(C=C2)C)C=CC(=C1)Cl N-(2,4-dichlorobenzyl)-1-(4-methylbenzyl)piperidine-4-carboxamide